C(C)S(=O)(=O)ON=CC(CC1=CCCC1)=O (ethylsulfonyloxyimino)-1-cyclopentenylacetone